4-chloro-6-iodo-7-(benzenesulfonyl)-7H-pyrrolo[2,3-d]pyrimidine ClC=1C2=C(N=CN1)N(C(=C2)I)S(=O)(=O)C2=CC=CC=C2